methyl 5-bromo-4-(5-fluoro-3-hydroxypyridin-2-yl)thiophene-2-carboxylate BrC1=C(C=C(S1)C(=O)OC)C1=NC=C(C=C1O)F